4-(8-fluoro-3-(2-hydroxypropan-2-yl)quinolin-6-yl)-2-(((3S,4R)-3-hydroxytetrahydro-2H-pyran-4-yl)amino)pyrimidine-5-carbonitrile FC=1C=C(C=C2C=C(C=NC12)C(C)(C)O)C1=NC(=NC=C1C#N)N[C@H]1[C@@H](COCC1)O